4-(7-fluoroimidazo[1,2-a]pyridin-3-yl)-7-((5-(4-hydroxypiperidin-1-yl)pyridin-2-yl)amino)-5-methylisoindolin-1-one FC1=CC=2N(C=C1)C(=CN2)C2=C1CNC(C1=C(C=C2C)NC2=NC=C(C=C2)N2CCC(CC2)O)=O